ClC=1C=C(C=CC1OCC1CC1)C1=CC(=CN=N1)C(=O)NCC1=NC=CN=C1N1CCOCC1 6-[3-chloro-4-(cyclopropylmethoxy)phenyl]-N-[(3-morpholinopyrazin-2-yl)methyl]pyridazine-4-carboxamide